N-(1-(3-methoxycyclobutyl)-3-(pyridin-2-yl)-1H-pyrazol-4-yl)-5'-methyl-[2,3'-bipyridine]-6-carboxamide COC1CC(C1)N1N=C(C(=C1)NC(=O)C1=CC=CC(=N1)C=1C=NC=C(C1)C)C1=NC=CC=C1